3-(4-((7-(adamantan-2-yloxy)heptyl)thio)-1-oxoisoindolin-2-yl)piperidine-2,6-dione C12C(C3CC(CC(C1)C3)C2)OCCCCCCCSC2=C3CN(C(C3=CC=C2)=O)C2C(NC(CC2)=O)=O